N1(CCC1)C1=CC(=NC=C1)N(C(OC(C)(C)C)=O)CC=1C=CC=2N(C1)C=C(N2)CN2C(C1=CN=CC(=C1C=C2)C2=CC=CC=C2)=O tert-butyl (4-(azetidin-1-yl)pyridin-2-yl)((2-((1-oxo-5-phenyl-2,7-naphthyridin-2(1H)-yl)methyl)imidazo[1,2-a]pyridin-6-yl)methyl)carbamate